(6-aminohexyl)triphenylphosphonium chloride hydrochloride Cl.[Cl-].NCCCCCC[P+](C1=CC=CC=C1)(C1=CC=CC=C1)C1=CC=CC=C1